Methyl 2,4,6-trihydroxy-3-(2-hydroxybenzyl)-5-(2-methylbutanoyl)benzoate OC1=C(C(=O)OC)C(=C(C(=C1CC1=C(C=CC=C1)O)O)C(C(CC)C)=O)O